ClC=1C=C2C(=NC=NC2=CC1C1=C(C=CC=C1)F)N1[C@H](CN(CC1)C1=C(C(=C(C(=C1SC)F)F)F)F)C (S)-6-chloro-7-(2-fluorophenyl)-4-(2-methyl-4-(2,3,4,5-tetrafluoro-6-(methylthio)phenyl)piperazin-1-yl)quinazoline